C(#C)C=1C=C(C=NC1)C1=NC(=NC(=N1)C1=NC(=CC=C1)C(F)(F)F)NC1=CC(=NC=C1)C(F)(F)F 4-(5-ethynylpyridin-3-yl)-6-(6-(trifluoromethyl)pyridin-2-yl)-N-(2-(trifluoromethyl)pyridin-4-yl)-1,3,5-triazin-2-amine